C1(CC1)C1=NNC2=CN=C(C(=C21)C2=C(C=C(C(=C2)C)S(=O)(=O)C2CC2)F)C(=O)NC 3-cyclopropyl-4-(4-cyclopropylsulfonyl-2-fluoro-5-methyl-phenyl)-N-methyl-1H-pyrazolo[3,4-c]pyridine-5-carboxamide